(R)-1-(1-(2,4-Dichlorobenzyl)-1H-benzo[d]imidazol-2-yl)piperidin-3-amin ClC1=C(CN2C(=NC3=C2C=CC=C3)N3C[C@@H](CCC3)N)C=CC(=C1)Cl